(9S)-1-((Allyloxy)methyl)-9-ethyl-5-fluoro-9-hydroxy-4-methyl-2,3,12,15-tetrahydrobenzo[de]pyrano[3',4':6,7]indolizino[1,2-b]quinoline-10,13(1H,9H)-dione C(C=C)OCC1CCC=2C=3C1=C1C(=NC3C=C(C2C)F)C2=CC3=C(C(N2C1)=O)COC([C@]3(O)CC)=O